(1R,2S,3R,4R)-3-amino-6-(cyclopropylmethylene)bicyclo[2.2.1]heptane-2-carboxylic acid methyl ester 2,2,2-trifluoroacetate FC(C(=O)O)(F)F.COC(=O)[C@H]1[C@@H]2C(C[C@H]([C@H]1N)C2)=CC2CC2